2-benzoyl-5-methoxyisoindoline-1,3-dione C(C1=CC=CC=C1)(=O)N1C(C2=CC=C(C=C2C1=O)OC)=O